C(\C=C\CC\C=C/CC)OC(CCCCCCCCCCC)=O dodecanoic acid (2e,6z)-non-2,6-dien-1-yl ester